C1(=CC=CC=C1)C1(C2=CC=CC=C2C=2C=CC=CC12)C1=C(C=CC=C1)N(C1=CC=CC=C1)C1=CC=CC=C1 (9-phenylfluorene-9-yl)triphenylamine